C(=O)(O)C1=CC(=[N+](C=C1)[O-])CN1CCN(CCN(CCN(CC1)CC(=O)O)CC(=O)O)CC(=O)O 4-carboxy-2-((4,7,10-tris(carboxymethyl)-1,4,7,10-tetraazacyclododecan-1-yl)methyl)pyridine 1-oxide